C(C)C=1C=C2C(CCO2)=C(C1)O 6-ethyl-2,3-dihydrobenzofuran-4-ol